NC1=C(C=C(C=N1)NC(C(=O)N1[C@H](CC[C@@H](C1)C)C1=CC(=CC=C1)OCCN(C)C)=O)CC N-(6-amino-5-ethyl-3-pyridyl)-2-[(2R,5S)-2-[3-[2-(dimethylamino)ethoxy]phenyl]-5-methyl-1-piperidyl]-2-oxo-acetamide